C1=C(C=CC2=CC=CC=C12)CCCC=1NC2=C(N1)C=CC=C2 2-[3-(2-Naphthyl)propyl]benzimidazole